6-(1-((2-(2,6-dioxopiperidin-3-yl)-6-fluoro-1,3-dioxoisoindolin-5-yl)methyl)piperidine-4-yl)-2-(4-phenoxyphenyl)nicotinamide O=C1NC(CCC1N1C(C2=CC(=C(C=C2C1=O)CN1CCC(CC1)C1=NC(=C(C(=O)N)C=C1)C1=CC=C(C=C1)OC1=CC=CC=C1)F)=O)=O